C1(CCCC1)N1C(C(=CC2=C1N=C(N=C2)NC2CCN(CC2)S(=O)(=O)C)C#N)=O 8-cyclopentyl-2-((1-(methylsulfonyl)piperidin-4-yl)amino)-7-oxo-7,8-dihydropyrido[2,3-d]pyrimidine-6-carbonitrile